tert-butyl 3-((5-(1H-indazol-7-yl) pyrimidin-2-yl) carbamoyl)-3-fluoropiperidine-1-carboxylate N1N=CC2=CC=CC(=C12)C=1C=NC(=NC1)NC(=O)C1(CN(CCC1)C(=O)OC(C)(C)C)F